1-[5-chloro-6-[5-[5-[4-[2-(2,6-dioxo-3-piperidyl)-1-oxo-isoindolin-5-yl]piperazin-1-yl]-5-oxo-pentyl]-1,2,4-oxadiazol-3-yl]-3-pyridyl]-3-(7-isopropylpyrazolo[1,5-a]pyrimidin-6-yl)urea ClC=1C=C(C=NC1C1=NOC(=N1)CCCCC(=O)N1CCN(CC1)C=1C=C2CN(C(C2=CC1)=O)C1C(NC(CC1)=O)=O)NC(=O)NC=1C=NC=2N(C1C(C)C)N=CC2